COC(C)(F)F 1,1-difluoroethyl methyl ether